Cl.NC1CN(CC1)C1=C2C(=NC3=CC=C(C=C13)C1=NC(=NC=C1)NC(=O)C1CC1)CCCCCC2 N-(4-(12-(3-Aminopyrrolidin-1-yl)-6,7,8,9,10,11-hexahydrocycloocta[b]quinolin-2-yl)pyrimidin-2-yl)cyclopropanecarboxamide hydrochloride